O1CCC(CC1)C1=NC=NO1 5-(tetrahydro-2H-pyran-4-yl)-1,2,4-oxadiazol